[Li].ClC1=CC=C(S1)S(=O)(=O)N1CC(C1)C(=O)O 1-((5-chlorothien-2-yl)sulfonyl)azetidine-3-carboxylic acid lithium